NC=1C2=C(N=CN1)N(C(=C2C2=CC=C(C=C2)OC2=NC=CC(=N2)C)[C@H]2CN(CC2)C(CCl)=O)C (R)-1-(3-(4-amino-7-methyl-5-(4-((4-methylpyrimidin-2-yl)oxy)phenyl)-7H-pyrrolo[2,3-d]pyrimidin-6-yl)pyrrolidin-1-yl)-2-chloroethan-1-one